6-(2-methyl-1H-indol-3-yl)cyclohexane CC=1NC2=CC=CC=C2C1C1CCCCC1